Methyl 2-(4-(2-((4-chloro-2-fluorobenzyl)oxy)pyrimidin-4-yl)-2-fluorobenzyl)-1-((1-(cyanomethyl)cyclopropyl)methyl)-1H-benzo[d]imidazole-6-carboxylate ClC1=CC(=C(COC2=NC=CC(=N2)C2=CC(=C(CC3=NC4=C(N3CC3(CC3)CC#N)C=C(C=C4)C(=O)OC)C=C2)F)C=C1)F